C(=O)C1CCC(CC1)C1=NN=C(S1)C=1C(=CC(=NC1)N1C=CC=2C1=NC=C(C2)C#N)NC 1-(5-(5-((1r,4r)-4-formylcyclohexyl)-1,3,4-thiadiazole-2-yl)-4-(methylamino)pyridin-2-yl)-1H-pyrrolo[2,3-b]pyridine-5-carbonitrile